CC1C2N(C=3C(=NN=C(C3)C3=C(C=CC=C3)O)N1)CCNC2 2-(6-methyl-6,6a,7,8,9,10-hexahydro-5H-pyrazino[1',2':4,5]pyrazino[2,3-c]pyridazin-2-yl)phenol